NC1=NC(=C(C=2N1C(N(N2)CCC2=NC=CC=C2)=O)C2=CC(=NC(=C2)C)C)C2=CC=CC=C2 5-amino-8-(2,6-dimethyl-4-pyridinyl)-7-phenyl-2-[2-(2-pyridinyl)ethyl]-[1,2,4]triazolo[4,3-c]pyrimidin-3-one